NC1=NN2C(N=CC=C2)=C1C(=O)NC(C)C=1C=C(C=2N(C1C1=CC=CC=C1)C=NC2)Cl 2-Amino-N-(1-(8-chloro-5-phenylimidazo[1,5-a]pyridin-6-yl)ethyl)pyrazolo[1,5-a]pyrimidine-3-carboxamide